CC1(COP(OC1)=O)C 5,5-Dimethyl-1,3,2-dioxaphosphinane 2-oxide